pyrrolidin-3,4-diol N1CC(C(C1)O)O